3-[2-[(3R,5S)-4-[2-(2,2-dimethoxyethoxy)ethyl]-3,5-dimethyl-piperazin-1-yl]-4-pyridinyl]-5-nitro-1H-indazole COC(COCCN1[C@@H](CN(C[C@@H]1C)C1=NC=CC(=C1)C1=NNC2=CC=C(C=C12)[N+](=O)[O-])C)OC